1-(6-Isopropyl-4-((2R,3S)-2-methyl-3-((methylsulfonyl)methyl)azetidin-1-yl)pyridin-2-yl)-6-(4-(methoxy-d3)pyridin-3-yl)-4-methyl-1H-pyrazolo[4,3-c]pyridine C(C)(C)C1=CC(=CC(=N1)N1N=CC=2C(=NC(=CC21)C=2C=NC=CC2OC([2H])([2H])[2H])C)N2[C@@H]([C@H](C2)CS(=O)(=O)C)C